(S)-TERT-BUTYL 6'-CHLORO-5-(((1R,2S)-2-(2-OXOETHYL)CYCLOBUTYL)METHYL)-3',4,4',5-TETRAHYDRO-2H,2'H-SPIRO[BENZO[B][1,4]OXAZEPINE-3,1'-NAPHTHALENE]-7-CARBOXYLATE ClC=1C=C2CCC[C@]3(C2=CC1)CN(C1=C(OC3)C=CC(=C1)C(=O)OC(C)(C)C)C[C@H]1[C@@H](CC1)CC=O